C(CCCCCCCCCCCCCCCCCCC)(=O)OC1COCC1 tetrahydrofuran-3-yl icosanoate